O1C(OCCC1)C=1C(=NC=NC1)OCC1=CC=C(C=C1)C(F)(F)F 5-(1,3-dioxan-2-yl)-4-[4-(trifluoromethyl)benzyloxy]pyrimidine